Methyl 7-fluoro-1-[1-(oxan-4-yl)-4H,5H,6H,7H-pyrazolo[4,3-c]pyridin-3-yl]-3,4-dihydro-2H-quinoline-4-carboxylate FC1=CC=C2C(CCN(C2=C1)C1=NN(C2=C1CNCC2)C2CCOCC2)C(=O)OC